((6-hydroxy-5'-methyl-4-pentyl-1',2',3',4'-tetrahydro-[1,1'-biphenyl]-2-yl)oxy)methyl pivalate C(C(C)(C)C)(=O)OCOC1=C(C(=CC(=C1)CCCCC)O)C1CCCC(=C1)C